methyl 5-bromo-2-(2-bromoethyl)pyrazole-3-carboxylate BrC=1C=C(N(N1)CCBr)C(=O)OC